N1C(CCC1)[C@H](O)C1=NC=NN1 (S)-pyrrolidin-2-yl(1H-1,2,4-triazol-5-yl)methanol